1-(1-(3-chlorophenyl)-1H-pyrazol-4-yl)ethanone monomethyl-2,6-naphthalenedicarboxylate COC(=O)C1=CC2=CC=C(C=C2C=C1)C(=O)O.ClC=1C=C(C=CC1)N1N=CC(=C1)C(C)=O